ClC=1C=C(C=C(C1)Cl)C1(CC(=NO1)C1=CC(=C(C(=O)NS(=O)CC2=C(C=CC(=C2)F)C)C=C1)C)C(F)(F)F 4-(5-(3,5-dichlorophenyl)-5-(trifluoromethyl)-4,5-dihydroisoxazol-3-yl)-N-((5-fluoro-2-methylbenzyl)sulfinyl)-2-methylbenzamide